C(C=C)(=O)OC1=CC=C(CC2=C(C=CC=C2)C(=O)C(=O)C2=CC=C(C=C2)OC(C)=O)C=C1 4-acryloxybenzyl-4'-acetoxybenzil